OCC1=CC(=NC=C1)C=1C=C2CN(C(C2=CC1)=O)C1C(NC(CC1)=O)=O 3-(5-(4-(hydroxymethyl)pyridin-2-yl)-1-oxoisoindolin-2-yl)piperidine-2,6-dione